FC=1C=C(C=CC1F)N1C(=C(C2=C(C=C(C=C12)F)[N+](=O)[O-])C1=CC=C(C(=O)[O-])C=C1)C(COC)(C)C 4-[1-(3,4-difluorophenyl)-6-fluoro-2-(2-methoxy-1,1-dimethyl-ethyl)-4-nitro-indol-3-yl]benzoate